BrC1=CC(=C(C(=O)N)C=C1OC1COCC1)[N+](=O)[O-] 4-bromo-2-nitro-5-((tetrahydrofuran-3-yl)oxy)benzamide